dipentyl 2,2-dimethylsuccinate CC(C(=O)OCCCCC)(CC(=O)OCCCCC)C